ClC=1C=CC2=C(C=C(O2)C2=NN=C(O2)[C@@H]2CC[C@H](CC2)NC(COC2=CC=C(C=C2)Cl)=O)C1 trans-N-(4-(5-(5-chlorobenzofuran-2-yl)-1,3,4-oxadiazol-2-yl)cyclohexyl)-2-(4-chlorophenoxy)acetamide